N-maleoyl-β-alanine ethyl-1-[1-[4-[5-(trifluoromethyl)-1,2,4-oxadiazol-3-yl]phenyl]ethyl]pyrazole-4-carboxylate C(C)C1=NN(C=C1C(=O)O)C(C)C1=CC=C(C=C1)C1=NOC(=N1)C(F)(F)F.C(\C=C/C(=O)O)(=O)NCCC(=O)O